6,6-Difluoro-N-[3-[3-(3-methoxyazetidin-1-yl)-1-(2-methylpropyl)pyrazolo[4,3-c]pyridin-6-yl]-1H-pyrazol-4-yl]-4-azaspiro[2.5]octane-4-carboxamide FC1(CN(C2(CC2)CC1)C(=O)NC=1C(=NNC1)C1=CC2=C(C=N1)C(=NN2CC(C)C)N2CC(C2)OC)F